P(OC1=C(C=C(C(=C1)C)C(C)(C)C)C(C)(C)C)(OC1=C(C=C(C(=C1)C)C(C)(C)C)C(C)(C)C)OC1=C(C=C(C(=C1)C)C(C)(C)C)C(C)(C)C tris(2,4-di-tert-butyl-5-methyl-phenyl) phosphite